[[(3R,5S)-1-(8-cyanoquinoxalin-5-yl)-5-methylpiperidin-3-yl]amino]-2-methylpropanoate C(#N)C=1C=CC(=C2N=CC=NC12)N1C[C@@H](C[C@@H](C1)C)NC(C(=O)[O-])(C)C